octyl(1,7,7-trimethylbicyclo[2.2.1]heptan-2-yl)sulfane C(CCCCCCC)SC1C2(CCC(C1)C2(C)C)C